resorcinoloxydiphenylamine C1(O)=C(C(O)=CC=C1)ON(C1=CC=CC=C1)C1=CC=CC=C1